FC=1C=C(C=CC1F)C1(C(C1)C(=O)O)C 2-(3,4-difluorophenyl)-2-methylcyclopropane-1-carboxylic acid